5-((4-methoxybenzyl)thio)-1-(methoxymethyl)pyridin-2(1H)-one COC1=CC=C(CSC=2C=CC(N(C2)COC)=O)C=C1